Acetylcholine bitartrate [O-]C(=O)C(O)C(O)C(=O)O.C(C)(=O)OCC[N+](C)(C)C